ClC1=CC(=C(C=C1)[C@@]1([C@H]([C@@H](N[C@H]1CC(C)(C)C)C(=O)NC1=C(C=C(C(=O)O)C=C1)OC)C1=C(C(=CC=C1)Cl)F)C#N)F 4-{[(2R,3S,4R,5S)-4-(4-Chloro-2-fluoro-phenyl)-3-(3-chloro-2-fluoro-phenyl)-4-cyano-5-(2,2-dimethyl-propyl)-pyrrolidine-2-carbonyl]-amino}-3-methoxybenzoic acid